CC1=CC=C(CC(C(=O)C2=CC=C(C=C2)N2CCOCC2)(CC)N(C)C)C=C1 2-p-methylbenzyl-2-dimethylamino-1-(4-morpholinophenyl)-1-butanone